(E)-3-(4-Hydroxy-3-methoxyphenyl)-1-(2-hydroxy-4-methylphenyl)prop-2-en-1-one OC1=C(C=C(C=C1)/C=C/C(=O)C1=C(C=C(C=C1)C)O)OC